ClC=1C=C(CSC=2N(C=C(N2)C2=CC=CC=C2)C2=CC(=CC=C2)F)C=CC1 2-((3-chlorobenzyl)thio)-1-(3-fluorophenyl)-4-phenyl-1H-imidazole